O=C(CCC#N)N1CC2=CC=CC(=C2CC1)OC1=CC=C(C=C1)C(F)(F)F 4-oxo-4-(5-(4-(trifluoromethyl)phenoxy)-3,4-dihydroisoquinolin-2(1H)-yl)butanenitrile